1-(1,5-naphthyridin-4-yl)ethane N1=CC=C(C2=NC=CC=C12)CC